1-(4-fluoro-2-methylphenyl)-3-(2-methyl-6-oxo-1,6-dihydropyridin-3-yl)-6-(trifluoromethyl)-2,3-dihydropyrido[2,3-d]pyrimidin-4(1H)-one FC1=CC(=C(C=C1)N1CN(C(C2=C1N=CC(=C2)C(F)(F)F)=O)C2=C(NC(C=C2)=O)C)C